1-(4-(2-(4-(4-(2-amino-4-(difluoromethyl)pyrimidin-5-yl)-6-morpholino-1,3,5-triazin-2-yl)piperazin-1-yl)-2-oxoethyl)piperidin-1-yl)-6-methylhept-5-ene-1,4-dione NC1=NC=C(C(=N1)C(F)F)C1=NC(=NC(=N1)N1CCOCC1)N1CCN(CC1)C(CC1CCN(CC1)C(CCC(C=C(C)C)=O)=O)=O